O.[Na].C1(CCCCC1)P(C1(C(=C(C=CC1S(=O)(=O)O)OC)C1=CC=CC=C1)OC)C1CCCCC1 2-Dicyclohexylphosphino-2,6-dimethoxy-1,1'-biphenyl-3-sulfonic acid sodium hydrate